Benzimidazole-2-sulfonic acid N1=C(NC2=C1C=CC=C2)S(=O)(=O)O